(S)-2-ethyl-aminobutyric acid hydrochloride Cl.C(C)C(C(=O)O)(CC)N